(1R,2S,5S)-3-[(2S,3R)-2-amino-3-(cyclobutoxy)butanoyl]-6,6-dimethyl-3-azabicyclo[3.1.0]hexane-2-carboxylic acid N[C@H](C(=O)N1[C@@H]([C@H]2C([C@H]2C1)(C)C)C(=O)O)[C@@H](C)OC1CCC1